CN(CCN([C@@H]1CC[C@H](CC1)N)C)C trans-N4-[2-(dimethylamino)ethyl]-N4-methyl-cyclohexane-1,4-diamine